C(CC)N(C(=O)C=1N=C(SC1)C=1C=NN(C1)C=1N=NC=CC1)[C@H]1CNCC1 N-propyl-2-[1-(pyridazin-3-yl)-1H-pyrazol-4-yl]-N-[(3R)-pyrrolidin-3-yl]-1,3-thiazole-4-carboxamide